tert-butyl 4-(2-((4-chlorophenyl)(phenyl)methoxy)ethyl)piperazine-1-carboxylate ClC1=CC=C(C=C1)C(OCCN1CCN(CC1)C(=O)OC(C)(C)C)C1=CC=CC=C1